(((5-Vinyl-1,3-phenylene)bis(oxy))bis(methylene))dibenzene C(=C)C=1C=C(C=C(C1)OCC1=CC=CC=C1)OCC1=CC=CC=C1